methyl 5-chloro-2-methoxy-6-phenylnicotinate ClC=1C(=NC(=C(C(=O)OC)C1)OC)C1=CC=CC=C1